tetrahydroxyethyl-ammonium fluoride [F-].OC(C(O)(O)O)[NH3+]